ClC1=CC(=C(C(=C1)O)O)C=NC1=C(C(=CC=C1)Cl)Cl 5-chloro-3-((2,3-dichloro-phenylimino)meth-yl)benzene-1,2-diol